2-[3-(1,3-thiazol-4-yl)-4H,5H,6H,7H-pyrazolo[1,5-a]pyrazine-5-carbonyl]indolizine S1C=NC(=C1)C=1C=NN2C1CN(CC2)C(=O)C=2C=C1C=CC=CN1C2